methyl 5-chloro-2-(4-cyano-2-methoxyphenoxy)-4-(trifluoromethyl)benzoate ClC=1C(=CC(=C(C(=O)OC)C1)OC1=C(C=C(C=C1)C#N)OC)C(F)(F)F